oxetane-3-yl carbamate C(N)(OC1COC1)=O